[Cl-].[O-]CCCC.[Mg+2] magnesium n-butoxide chloride